CC1=NN(C(=C1C1=CC=C(NC([C@H](C2CCC(CC2)C)NC(=O)C=2N(N=CC2)CCCSC)=O)C=C1)C)COCC[Si](C)(C)C N-[(1S)-2-[4-[3,5-dimethyl-1-(2-trimethylsilylethoxymethyl)pyrazol-4-yl]anilino]-1-(4-methylcyclohexyl)-2-oxo-ethyl]-2-(3-methylsulfanylpropyl)pyrazole-3-carboxamide